naphthalen-2-amine tritrifluoroacetate FC(C(=O)O)(F)F.FC(C(=O)O)(F)F.FC(C(=O)O)(F)F.C1=C(C=CC2=CC=CC=C12)N